C(C)OC1=C(C=CC=C1)C1=CC(=C(C=C1)N1[C@@H](CN(CC1)C(=O)OC(C)(C)C)CC)CNS(=O)(=O)C1=C(C=CC=C1)[N+](=O)[O-] tert-butyl (R)-4-(2'-ethoxy-3-(((2-nitrophenyl)sulfonamido)methyl)-[1,1'-biphenyl]-4-yl)-3-ethylpiperazine-1-carboxylate